3-methylbenzo[b]thiophene-2-sulfonamide CC=1C2=C(SC1S(=O)(=O)N)C=CC=C2